CN([SiH](N(C)C)N(C)C)C hexamethylsilanetriamine